C(C)(C)C1=CC=C(C=C1)[C@H]1N([C@@H]2N(O[C@H]1C=C2)C(CC2=CC=CC=C2)=O)C(=O)OC |o1:9,11,14| Methyl (1S*,4R*,6R*)-6-(4-isopropylphenyl)-3-(2-phenylacetyl)-2-oxa-3,5-diazabicyclo[2.2.2]oct-7-ene-5-carboxylate